2-(3-ethylsulfonyl-5,6,7,8-tetrahydroimidazo[1,2-a]pyridin-2-yl)-6-(trifluoromethyl)pyrazolo[4,3-c]pyridine C(C)S(=O)(=O)C1=C(N=C2N1CCCC2)N2N=C1C(C=NC(=C1)C(F)(F)F)=C2